C(C)(C)(C)OC(N(CC1=CC=C(C=C1)C1=NC=NC=C1)C1=CC(=NC=2N1N=CC2C(C)C)Cl)=O (5-chloro-3-isopropylpyrazolo[1,5-a]pyrimidin-7-yl)(4-(pyrimidin-4-yl)benzyl)carbamic acid tert-butyl ester